CC=1SC2=C(N1)C=CC(=C2)C2=CNC=1N=C(N=CC12)NCC1CCN(CC1)C 5-(2-methylbenzo[d]thiazol-6-yl)-N-((1-methylpiperidin-4-yl)methyl)-7H-pyrrolo[2,3-d]pyrimidin-2-amine